ClC=1C=CC(=C(C1)[C@@H]1[C@H](C1)C(=O)NC1=NC=NC(=C1)NCC=1N=C2N(C=C(C=C2)C2CC2)C1)C#N |r| rac-(1S*,2S*)-2-(5-chloro-2-cyanophenyl)-N-(6-(((6-cyclopropylimidazo[1,2-a]pyridin-2-yl)methyl)amino)pyrimidin-4-yl)cyclopropane-1-carboxamide